C(CCCCC(=O)O)(=O)O n-hexanedioic acid